C(C)(C)(C)OC(CC[C@H](N)C(=O)O)=O Z-glutamic acid-5-tert-butyl ester